2-methoxy-9H-thioxanthen COC1=CC=2CC3=CC=CC=C3SC2C=C1